2-(tetrahydrofuran-3-yl)thiazol O1CC(CC1)C=1SC=CN1